4-(N-cyclohexylamino)benzoic acid C1(CCCCC1)NC1=CC=C(C(=O)O)C=C1